N,N-diglycidyl-para-glycidoxyaniline C(C1CO1)N(C1=CC=C(C=C1)OCC1CO1)CC1CO1